2-diethylamino-4-methoxy-1-acryloyloxynaphthalene C(C)N(C1=C(C2=CC=CC=C2C(=C1)OC)OC(C=C)=O)CC